C(OCC)(OCOC1=C(C(=NC2=CC(=CC=C12)OC)C)C1=CC=C(C=C1)C1=CC=C(C=C1)OC(F)(F)F)=O Ethyl (((7-methoxy-2-methyl-3-(4'-(trifluoromethoxy)-[1,1'-biphenyl]-4-yl)quinolin-4-yl)oxy)methyl) carbonate